4-methacryloxyphenyl-2-[dimethoxy-(4-methoxyphenyl)methyl]dibenzothiophenium methylsulfate COS(=O)(=O)[O-].C(C(=C)C)(=O)OC1=CC=C(C=C1)C1=C(C=CC=2[SH+]C3=C(C21)C=CC=C3)C(C3=CC=C(C=C3)OC)(OC)OC